CC1=CC=CC2=NSN=C21 4-methylbenzo[c][1,2,5]thiadiazole